COC1=CC2=C(N=C(S2)[Sn](CCCC)(CCCC)CCCC)C(=C1)C 6-methoxy-4-methyl-2-(tributylstannyl)benzo[d]thiazole